FC=1C=C(C=CC1OC)S(/C=C/CNC(=O)C=1C(NC2=CC=CC=C2C1)=O)(=O)=N N-[(2E)-3-[(3-fluoro-4-methoxyphenyl)(imino)oxo-λ6-sulfanyl]prop-2-en-1-yl]-2-oxo-1,2-dihydroquinoline-3-carboxamide